5-(((2-(4-(1H-pyrazol-1-yl)-piperidine-1-carbonyl)-4-(piperidine-1-carbonyl)-quinolin-6-yl)oxy)methyl)-isobenzofuran-1(3H)-one N1(N=CC=C1)C1CCN(CC1)C(=O)C1=NC2=CC=C(C=C2C(=C1)C(=O)N1CCCCC1)OCC=1C=C2COC(C2=CC1)=O